(S)-2-(2-azidoacetamido)-N-((S)-1-((4-(hydroxymethyl)phenyl)amino)-1-oxopropan-2-yl)propenamide N(=[N+]=[N-])CC(=O)NC(C(=O)N[C@H](C(=O)NC1=CC=C(C=C1)CO)C)=C